tert-butyl (2-((1-(2-hydroxyethyl)cyclopropyl)amino)ethyl)(methyl)carbamate OCCC1(CC1)NCCN(C(OC(C)(C)C)=O)C